C(C1=CC=CC=C1)N1CC=2C=C(C(NC2CC1)=O)C(=O)NC\C=C\S(=O)(=N)C1=CC(=C(C=C1)OC)F 6-benzyl-N-[(2E)-3-[(3-fluoro-4-methoxyphenyl)(imino)oxo-λ6-sulfanyl]prop-2-en-1-yl]-2-oxo-1,2,5,6,7,8-hexahydro-1,6-naphthyridine-3-carboxamide